NC(C(=O)O)(C)C alpha-amino-isobutyric acid